6-chloro-N-(2,5-difluoro-4-methoxyphenyl)-1H-indole-3-sulfonamide ClC1=CC=C2C(=CNC2=C1)S(=O)(=O)NC1=C(C=C(C(=C1)F)OC)F